N-isopentyl-4-methylbenzamide C(CC(C)C)NC(C1=CC=C(C=C1)C)=O